4-ethyl-N-methylpiperazine-1-carboxamide C(C)N1CCN(CC1)C(=O)NC